(S)-N1-(1-(2-(2-Adamantylamino)-2-oxoethyl)-2-oxo-1,2-dihydropyridin-3-yl)-N6-methyl-5-oxo-2-(pyrazine-2-carboxamido)hexandiamid C12C(C3CC(CC(C1)C3)C2)NC(CN2C(C(=CC=C2)NC([C@H](CCC(C(=O)NC)=O)NC(=O)C2=NC=CN=C2)=O)=O)=O